rac-glutamate N[C@@H](CCC(=O)[O-])C(=O)[O-] |r|